benzyl 2-(((3-(2,4-difluoro-3-(methoxymethoxy)-5-(trifluoromethyl)phenyl)-1-methyl-1H-pyrazolo[3,4-d]pyrimidin-6-yl)amino)methyl)piperidine-1-carboxylate FC1=C(C=C(C(=C1OCOC)F)C(F)(F)F)C1=NN(C2=NC(=NC=C21)NCC2N(CCCC2)C(=O)OCC2=CC=CC=C2)C